ClC(CN(C(O)=O)C=1SC(=CN1)C(C)(C)C)(Cl)Cl.BrC1=CC=C2C(=C(C(=NC2=C1)F)S(=O)(=O)NNC1CCCCC1)Cl 7-Bromo-4-chloro-N-(cyclohexylamino)fluoroquinoline-3-sulfonamide 2,2,2-trichloroethyl-(5-(tert-butyl)thiazol-2-yl)carbamate